(4S,4'S,7S,7'S,9aS,9a'S)-N,N'-(methylenebis(4,1-phenylene))bis(8,8-dimethyl-4-((S)-2-(methylamino)propan-amido)-5-oxooctahydro-pyrrolo[2,1-b][1,3]-thiazepine-7-carboxamide) C(C1=CC=C(C=C1)NC(=O)[C@@H]1C(C[C@@H]2SCC[C@@H](C(N21)=O)NC([C@H](C)NC)=O)(C)C)C2=CC=C(C=C2)NC(=O)[C@@H]2C(C[C@@H]1SCC[C@@H](C(N12)=O)NC([C@H](C)NC)=O)(C)C